(ethoxyformylmethylene)-triphenylphosphine C(C)OC(=O)C=P(C1=CC=CC=C1)(C1=CC=CC=C1)C1=CC=CC=C1